bis(methyl-d3)Phosphine oxide C([2H])([2H])([2H])P(C([2H])([2H])[2H])=O